(S)-5-(6-((1-(5-(3,5-difluorophenyl)-4,5-dihydro-1H-pyrazole-1-carbonyl)azetidin-3-yl)oxy)-5-fluoropyridin-2-yl)-1,4-dimethyl-1H-pyrazole-3-carbonitrile FC=1C=C(C=C(C1)F)[C@@H]1CC=NN1C(=O)N1CC(C1)OC1=C(C=CC(=N1)C1=C(C(=NN1C)C#N)C)F